(R)-4-(2-(3-fluoro-4-methylphenyl)-2H-pyrazolo[3,4-d]pyrimidin-4-yl)-1-methyl-N-(thieno[2,3-c]pyridin-5-ylmethyl)piperazine-2-carboxamide FC=1C=C(C=CC1C)N1N=C2N=CN=C(C2=C1)N1C[C@@H](N(CC1)C)C(=O)NCC=1C=C2C(=CN1)SC=C2